1-(5-((2R,4S)-2-(2,5-difluorophenyl)-4-fluoropyrrolidin-1-yl)-2-fluoropyrazolo[1,5-a]pyrimidin-3-yl)-3-((1R,2R)-2-hydroxycyclopropyl)urea FC1=C(C=C(C=C1)F)[C@@H]1N(C[C@H](C1)F)C1=NC=2N(C=C1)N=C(C2NC(=O)N[C@H]2[C@@H](C2)O)F